C(=O)C=1C(=CC(=C(C(=O)O)C1)OC)OC 5-FORMYL-2,4-DIMETHOXY-BENZOIC ACID